C(#N)C1=CN=C(S1)N1CCC=C(C1)C=1C(=CC(=C(C1)NC(=O)C1=CNC(C=C1C(F)(F)F)=O)N1C[C@H](N([C@H](C1)C)C)C)F N-[5-[1-(5-cyano-1,3-thiazol-2-yl)-3,6-dihydro-2H-pyridin-5-yl]-4-fluoro-2-[(3R,5S)-3,4,5-trimethylpiperazin-1-yl]phenyl]-6-oxo-4-(trifluoromethyl)-1H-pyridine-3-carboxamide